2-Butyloctyl 6-(Bis(6-(Dioctylamino)-6-Oxohexyl)Amino)Hexanoate C(CCCCCCC)N(C(CCCCCN(CCCCCC(=O)OCC(CCCCCC)CCCC)CCCCCC(N(CCCCCCCC)CCCCCCCC)=O)=O)CCCCCCCC